2-bromo-6-(5-methylthiazol-2-yl)pyridin-4-amine BrC1=NC(=CC(=C1)N)C=1SC(=CN1)C